4-[(R)-1-(4-amino-3-methyl-1H-pyrazolo[3,4-d]pyrimidin-1-yl)ethyl]-6-chloro-2-{1-[(2S)-2-hydroxypropyl]azetidin-3-yl}-3-methoxybenzonitrile NC1=C2C(=NC=N1)N(N=C2C)[C@H](C)C2=C(C(=C(C#N)C(=C2)Cl)C2CN(C2)C[C@H](C)O)OC